N1N=NC(=C1)CNC(=O)[C@H]1N2C3=C(C=CC=C3C1)CC[C@@H](C2=O)NC([C@H](C2CCCCC2)NC(C2=CC=CC=C2)=O)=O (2S,5S)-5-((S)-2-Benzoylamino-2-cyclohexyl-acetylamino)-4-oxo-1,2,4,5,6,7-hexahydro-azepino[3,2,1-hi]indole-2-carboxylic acid (1H-[1,2,3]triazol-4-ylmethyl)-amide